bis(3-methylphenyl)biphenyl-4,4'-diamine CC=1C=C(C=CC1)C=1C(=C(C=CC1N)C1=CC=C(C=C1)N)C1=CC(=CC=C1)C